CC1=CC=CC=2NC(=NC21)C(=O)N2[C@@H](C=1C=CC=NC1CC2)C (R)-(4-methyl-1H-benzo[d]imidazol-2-yl)(5-methyl-7,8-dihydro-1,6-naphthyridin-6(5H)-yl)methanone